C1(CC1)C=1C=CC(=NC1F)[C@@H](NC(=O)[C@H]1N(C[C@@H](C1)F)C(CNC(N(C)C)=O)=O)C1=CC=CC=C1 (2S,4R)-N-[(S)-(5-cyclopropyl-6-fluoropyridin-2-yl)(phenyl)methyl]-1-{2-[(dimethylcarbamoyl)amino]acetyl}-4-fluoropyrrolidine-2-carboxamide